(S)-7-((2-amino-5-fluoropyrimidin-4-yl)methyl)-4-(cycloprop-ylethynyl)-4-(trifluoromethyl)-3,4-dihydroquinazolin-2(1H)-one NC1=NC=C(C(=N1)CC1=CC=C2[C@](NC(NC2=C1)=O)(C(F)(F)F)C#CC1CC1)F